NC1=NC=2C(=C3C(=NC2)N(C=C3)[SiH3])N1N1CCCCC1 1-(2-amino-6-silylimidazo[4,5-d]pyrrolo[2,3-b]pyridin-1(6H)-yl)-piperidine